N-(2-((cis)-4-hydroxy-3-(pyridin-2-ylmethyl)chroman-7-yl)phenyl)methanesulfonamide O[C@@H]1[C@@H](COC2=CC(=CC=C12)C1=C(C=CC=C1)NS(=O)(=O)C)CC1=NC=CC=C1